ClC1=CC=C2C(=N1)NCN2C 5-chloro-1,3-dihydro-1-methyl-2H-imidazo[4,5-b]pyridin